tert-butyl (4S)-4-[(1R)-5-[methoxy(methyl)amino]-5-oxo-1-(trifluoromethoxy)pentyl]-2,2-dimethyl-oxazolidine-3-carboxylate CON(C(CCC[C@@H](OC(F)(F)F)[C@H]1N(C(OC1)(C)C)C(=O)OC(C)(C)C)=O)C